C(C1=CC=CC=C1)[C@H]1N(C(OC1)=O)C([C@H]([C@@H](C1=CC(=C(C=C1)C)OC)O[Si](C)(C)C(C)(C)C)OC1CCCC1)=O (4R)-4-benzyl-3-[(2S,3R)-3-[tert-butyl(dimethyl)silyl]oxy-2-(cyclopentoxy)-3-(3-methoxy-4-methyl-phenyl)propanoyl]oxazolidin-2-one